COC1=CC=C(C=C1)/C=C/C(C)=O (3E)-4-(4-methoxyphenyl)but-3-en-2-one